COC=1C=C(C(=O)O)C=CC1O[C@H]1C(NCC1)=O (R)-3-methoxy-4-((2-oxopyrrolidin-3-yl)oxy)benzoic acid